(S)-3-amino-3-(3'-methoxy-6-methylbiphenyl-3-yl)propionic acid ethyl ester C(C)OC(C[C@@H](C=1C=C(C(=CC1)C)C1=CC(=CC=C1)OC)N)=O